N-(4-((3-chloro-4-hydroxyphenyl)amino)-7-(((1R,5S,6s)-3-methyl-3-azabicyclo[3.1.0]hexan-6-yl)ethynyl)quinazolin-6-yl)acrylamide ClC=1C=C(C=CC1O)NC1=NC=NC2=CC(=C(C=C12)NC(C=C)=O)C#CC1[C@@H]2CN(C[C@H]12)C